FC(CS(=O)(=O)N[C@@H]1C[C@@H](C1)N(C=1C2=C(N=CN1)NC=C2)C)(F)F 2,2,2-trifluoro-N-{cis-3-[methyl(7H-pyrrolo[2,3-d]pyrimidin-4-yl)amino]cyclobutyl}-ethanesulfonamide